ClC=1C2=C(N=CN1)N(C=C2)[C@@H]2C[C@@H]1[C@H](CC[C@]13[C@H]2OC(O3)(C)C)O (3aS,4R,5aR,6S,8aR)-4-(4-chloro-7H-pyrrolo[2,3-d]pyrimidin-7-yl)-2,2-dimethylhexahydro-5H-pentaleno[1,6a-d][1,3]dioxol-6-ol